4-{[(2S,6R)-6-(6-benzamidopurin-9-yl)-4-Triphenylmethylmorpholin-2-yl]Methoxy}-4-oxobutanoic acid C(C1=CC=CC=C1)(=O)NC1=C2N=CN(C2=NC=N1)[C@@H]1O[C@@H](CN(C1)C(C1=CC=CC=C1)(C1=CC=CC=C1)C1=CC=CC=C1)COC(CCC(=O)O)=O